iminodiacetic acid chlorine [Cl].N(CC(=O)O)CC(=O)O